(3-Methoxy-cyclobutyl)-{(S)-3-[6-(6-methoxy-5-methyl-pyridin-3-yl)-5,6,7,8-tetrahydro-pyrido[4,3-d]pyrimidin-4-yloxy]-pyrrolidin-1-yl}-methanone COC1CC(C1)C(=O)N1C[C@H](CC1)OC=1C2=C(N=CN1)CCN(C2)C=2C=NC(=C(C2)C)OC